4-((4-(2-(2-aminopyridin-3-yl)-5-phenyl-3H-imidazo[4,5-b]pyridin-3-yl)benzyl)carbamoyl)-3-methylbenzoic acid NC1=NC=CC=C1C1=NC=2C(=NC(=CC2)C2=CC=CC=C2)N1C1=CC=C(CNC(=O)C2=C(C=C(C(=O)O)C=C2)C)C=C1